4-bromo-2-(1,3-dioxolan-2-yl)pyridine BrC1=CC(=NC=C1)C1OCCO1